(R)-1-(4-(8-((4-((3-(difluoromethyl)-3H-imidazo[4,5-b]pyridin-6-yl)oxy)-2-fluoro-3-methylphenyl)amino)pyrimido[5,4-d]pyrimidin-2-yl)-2-methylpiperazin-1-yl)prop-2-en-1-one FC(N1C=NC=2C1=NC=C(C2)OC2=C(C(=C(C=C2)NC2=NC=NC1=C2N=C(N=C1)N1C[C@H](N(CC1)C(C=C)=O)C)F)C)F